IC=1C(=NC=CC1)Cl 3-iodo-2-chloropyridine